COC(C[C@H](C=1C=NC=C(C1)N1[C@H](CCCC1)C)NC(C(CC(C)C)N1C(C=C(C=C1)C)=O)=O)=O.C(C)(C)[SiH](O[Si](C)(C)O[SiH](C)C)C(C)C diisopropyl-[(dimethylsiloxy)dimethyl-siloxy]silane Methyl-(3R)-3-(4-methyl-2-(4-methyl-2-oxopyridin-1(2H)-yl)pentanamido)-3-(5-((S)-2-methylpiperidin-1-yl)pyridin-3-yl)propanoate